C(#N)C1=CC(=C(COC2=CC=CC(=N2)N2CCN(CC2)CC=2N(C=3N(N2)C(=CN3)C(=O)OCC)CC3OCC3)C=C1)F Ethyl 2-((4-(6-(4-cyano-2-fluorobenzyloxy) pyridin-2-yl) piperazin-1-yl) methyl)-3-(oxetan-2-ylmethyl)-3H-imidazo[1,2-b][1,2,4]triazole-6-carboxylate